(4-amino-3-iodo-1H-pyrazolo[3,4-d]pyrimidin-1-yl)cyclohexan-1-one NC1=C2C(=NC=N1)N(N=C2I)C2C(CCCC2)=O